C(C1=CC=CC=C1)OC=1C=C2C=CC(=C(C2=CC1)[O])C1=CC=C(C=C1)S(=O)(=O)C (6-(benzyloxy)-2-(4-(methylsulfonyl)phenyl)naphthalene-1-yl)Oxygen